O=S1(N(CCC(N1C1=C(C=C(C=C1Cl)Cl)Cl)=O)CC(=O)NC1C2CC3(CC(CC1C3)C2)C(=O)N)=O 4-(2-(1,1-dioxido-5-oxo-6-(2,4,6-trichlorophenyl)-1,2,6-thiadiazinan-2-yl)acetamido)adamantane-1-carboxamide